Bis-(2-hydroxyethyl)-terephthalat OCCOC(C1=CC=C(C(=O)OCCO)C=C1)=O